NC1=NC(=NC(=N1)N)C1=C(C=CC=C1)F 2,4-diamino-6-(2-fluorophenyl)-1,3,5-triazine